OC(C(=O)O)COC[C@H](C)NC=1C=NN(C(C1C(F)(F)F)=O)COCC[Si](C)(C)C 2-hydroxy-3-((S)-2-((6-oxo-5-(trifluoromethyl)-1-((2-(trimethylsilyl)ethoxy)methyl)-1,6-dihydropyridazine-4-yl)amino)propoxy)propionic acid